ClC=1C=C(CNC2=CC=CC=C2)C=CC1 N-(3-chlorobenzyl)aniline